FC1=CC(=CC=2N(C(=NC21)C)C(C)C)C=2C=CN1N=C(N=CC12)NCC1COC1 5-(4-fluoro-1-isopropyl-2-methyl-1H-benzo[d]imidazol-6-yl)-N-(oxetan-3-ylmethyl)pyrrolo[2,1-f][1,2,4]triazin-2-amine